ClC1=CC=C(C=C1)C1=CC=C(N1C1=C(C=CC(=C1)CC(C)C)C(F)(F)F)C1=CC=C(C(=O)NCCCN(C)C)C=C1 4-[5-(4-chlorophenyl)-1-[5-isobutyl-2-(trifluoromethyl)phenyl]pyrrol-2-yl]-N-[3-(dimethylamino)propyl]-benzamide